sodium β-tridecylaminopropionate C(CCCCCCCCCCCC)NCCC(=O)[O-].[Na+]